tert-butyl 4-[(N-{2-[(tert-butoxycarbonyl) amino] ethyl}-1-cyclobutyl formamido) methyl]imidazole-1-carboxylate C(C)(C)(C)OC(=O)NCCN(C(=O)C1CCC1)CC=1N=CN(C1)C(=O)OC(C)(C)C